Cl.CS(=O)(=O)N1CC(C1)N 1-methylsulfonyl-azetidin-3-amine hydrochloride